ClC1=C(C=CC(=C1)C(F)(F)F)NC(CN1C=2N(C(C=C1CC)=O)N=C(N2)C=2CCOCC2)=O N-(2-chloro-4-(trifluoromethyl)phenyl)-2-(2-(3,6-dihydro-2H-pyran-4-yl)-5-ethyl-7-oxo-[1,2,4]triazolo[1,5-a]pyrimidin-4(7H)-yl)acetamide